BrC1=CC=C(C=C1)C[C@H](C)NC(OC(C)(C)C)=O tert-Butyl (S)-(1-(4-bromophenyl)propan-2-yl)carbamate